(S)-3-(1-hydroxypropan-2-yl)-8-(pyrrolidin-1-yl)-6-(6-(trifluoromethyl)pyridin-3-yl)pyrido[3,4-d]pyrimidin-4(3H)-one OC[C@H](C)N1C=NC2=C(C1=O)C=C(N=C2N2CCCC2)C=2C=NC(=CC2)C(F)(F)F